F[P-](F)(F)(F)(F)F.C1(=CC=CC=C1)C[SH+]CC1=CC=CC=C1 phenylmethylbenzyl-sulfonium hexafluorophosphate